Indole-4,6-diamine N1C=CC=2C(=CC(=CC12)N)N